2-(6-(azetidin-3-yl)pyridazin-3-yl)-5-(7-methoxy-2-methyl-2H-indazol-5-yl)phenol N1CC(C1)C1=CC=C(N=N1)C1=C(C=C(C=C1)C1=CC2=CN(N=C2C(=C1)OC)C)O